aminosulfonic acid sodium salt [Na+].NS(=O)(=O)[O-]